1-[2-(aminomethyl)-3,3-difluoro-allyl]-4-[3-(4-methylsulfonylphenyl)phenyl]tetrazol-5-one trifluoroacetate FC(C(=O)O)(F)F.NCC(CN1N=NN(C1=O)C1=CC(=CC=C1)C1=CC=C(C=C1)S(=O)(=O)C)=C(F)F